(4-fluorophenyl)-1,2,4-triazol FC1=CC=C(C=C1)C1=NNC=N1